C[Si](Cl)(Cl)CCCCCC methyl-hexyl-dichlorosilane